NC1=NC=2C=C(C(=CC2C=2N1N=C(N2)[C@@H]2CN(CCS2(=O)=O)C=2C=NN(C2C)CC(C)(OC)O)F)OC |o1:14| (S or R)-2-(5-amino-9-fluoro-8-methoxy-[1,2,4]triazolo[1,5-c]quinazolin-2-yl)-4-(1-(2-hydroxy-2-methoxypropyl)-5-methyl-1H-pyrazol-4-yl)thiomorpholine 1,1-dioxide